NN1C(=NC(=C1C(=O)N)C1=CC=C(C=C1)C(NC1=NC=CC(=C1)OC)=O)[C@H]1N(CCCC1)C(C#C)=O (S)-1-Amino-4-(4-((4-methoxypyridin-2-yl)carbamoyl)phenyl)-2-(1-propioloylpiperidin-2-yl)-1H-imidazol-5-carboxamid